ClC1=CC=C(C=C1)S(=O)(=O)NC=1C(=NN(C1C(=O)N[C@@H](C)C(C)(C)C)C)C1=CCC(CC1)OC 4-((4-chlorophenyl)sulfonamido)-N-((S)-3,3-dimethylbutan-2-yl)-3-(4-methoxycyclohex-1-en-1-yl)-1-methyl-1H-pyrazole-5-carboxamide